ClC1=NC(=NC(=C1[N+](=O)[O-])[N+](=O)[O-])N 4-chloro-5,6-dinitropyrimidine-2-amine